5-(methyl)-[1,2,4]triazolo[1,5-a]-pyrimidin-7-ol CC1=NC=2N(C(=C1)O)N=CN2